N1=CC(=CC=C1)C1=NN=C(O1)NC1C(NCC1)=O 3-{[5-(pyridin-3-yl)-1,3,4-oxadiazol-2-yl]amino}pyrrolidin-2-one